3-(5-{2-[(1S)-6-(4-amino-3-methoxybenzoyl)-6-azaspiro[2.5]octan-1-yl]ethynyl}-1-oxo-3H-isoindol-2-yl)piperidine-2,6-dione NC1=C(C=C(C(=O)N2CCC3(C[C@@H]3C#CC=3C=C4CN(C(C4=CC3)=O)C3C(NC(CC3)=O)=O)CC2)C=C1)OC